2-(5-chloro-2-fluorophenyl)-N-(pyridin-4-yl)pteridin-4-amine ClC=1C=CC(=C(C1)C1=NC2=NC=CN=C2C(=N1)NC1=CC=NC=C1)F